N-benzyl-ethylenediamine C(C1=CC=CC=C1)NCCN